((1s,3s)-3-(4-(2-(4-((6-bromopyridin-3-yl)oxy)phenyl)propan-2-yl)phenoxy)cyclobutyl)carbamate BrC1=CC=C(C=N1)OC1=CC=C(C=C1)C(C)(C)C1=CC=C(OC2CC(C2)NC([O-])=O)C=C1